(S)-2-chloro-N-(4-(8-ethyl-2-(piperidin-3-ylamino)quinazolin-6-yl)-2-fluoro-phenyl)benzene-sulfonamide ClC1=C(C=CC=C1)S(=O)(=O)NC1=C(C=C(C=C1)C=1C=C2C=NC(=NC2=C(C1)CC)N[C@@H]1CNCCC1)F